2-Azido-2-[4-(3-oxo-3-phenylprop-1-enyl)phenyl]acetic acid N(=[N+]=[N-])C(C(=O)O)C1=CC=C(C=C1)C=CC(C1=CC=CC=C1)=O